C(C)(=O)NC=1C=C(C)C(=CC1)Cl 3-acetamido-6-chlorotoluene